(E)-4-(piperidin-1-yl)-2-butenoyl chloride N1(CCCCC1)C/C=C/C(=O)Cl